2-[2-fluoro-5-[[6-oxo-4-(trifluoromethyl)-1H-pyridine-3-carbonyl]amino]-4-[(3R,5S)-3,4,5-trimethylpiperazin-1-yl]phenyl]-1,3-thiazole-4-carboxamide FC1=C(C=C(C(=C1)N1C[C@H](N([C@H](C1)C)C)C)NC(=O)C1=CNC(C=C1C(F)(F)F)=O)C=1SC=C(N1)C(=O)N